ClC1=CC=C(C=N1)CC1(C(N=CC(=C1)F)N)N 3-((6-chloropyridin-3-yl)methyl)-5-fluoropyridine-2,3-diamine